5-(4-(4-(1-(3-amino-6-(2-hydroxyphenyl)pyridazin-4-yl)-4-phenylpiperidine-4-carbonyl)piperazine-1-carbonyl)piperidin-1-yl)-2-(2,6-dioxopiperidin-3-yl)isoindoline-1,3-dione NC=1N=NC(=CC1N1CCC(CC1)(C(=O)N1CCN(CC1)C(=O)C1CCN(CC1)C=1C=C2C(N(C(C2=CC1)=O)C1C(NC(CC1)=O)=O)=O)C1=CC=CC=C1)C1=C(C=CC=C1)O